Cl.N1CC(CCC1)N1C=CN2[C@H]1C(NCC2)=O (R)-1-(piperidin-3-yl)-6,7-dihydroimidazo[1,2-a]pyrazin-8(5H)-one hydrochloride